5-acetyl-2-bromothiazole-4-carboxylic acid ethyl ester C(C)OC(=O)C=1N=C(SC1C(C)=O)Br